1-(5-(4-(((3R,4R)-3-fluoropiperidin-4-yl)oxy)piperidine-1-carbonyl)-2-methoxyphenyl)dihydropyrimidine-2,4(1H,3H)-dione F[C@@H]1CNCC[C@H]1OC1CCN(CC1)C(=O)C=1C=CC(=C(C1)N1C(NC(CC1)=O)=O)OC